(E)-2-(5-fluoro-1-(4-isopropylbenzylidene)-2-methyl-1H-inden-3-yl)-N-methylacetamide FC=1C=C2C(=C(\C(\C2=CC1)=C/C1=CC=C(C=C1)C(C)C)C)CC(=O)NC